(1S,2S)-N-[6-[4-((3R,4R)-4-fluoro-3-methyl-tetrahydrofuran-3-yl)piperazin-1-yl]-7-methyl-3-isoquinolinyl]-2-(1-methylpyrazol-3-yl)cyclopropanecarboxamide F[C@@H]1[C@](COC1)(C)N1CCN(CC1)C=1C=C2C=C(N=CC2=CC1C)NC(=O)[C@@H]1[C@H](C1)C1=NN(C=C1)C